(Z)-1-(2-fluoro-4-(1-(5-(trifluoromethyl)pyridin-2-yl)-1H-imidazol-4-yl)phenyl)-3-(3-(2-(1-methoxyethyl)-5-methylphenyl)-4-oxothiazolidin-2-ylidene)urea FC1=C(C=CC(=C1)C=1N=CN(C1)C1=NC=C(C=C1)C(F)(F)F)NC(=O)\N=C\1/SCC(N1C1=C(C=CC(=C1)C)C(C)OC)=O